COC(=O)C=1N=C2C(=NC1)N(C(=N2)C2=CC=C(C=C2)F)C 2-(4-fluorophenyl)-1-methyl-1H-imidazo[4,5-b]Pyrazine-5-carboxylic acid methyl ester